4,6-dichloro-5-fluoro-3-pyridinecarboxylic acid ClC1=C(C=NC(=C1F)Cl)C(=O)O